1-Allyl-3-Methylimidazole C(C=C)N1CN(C=C1)C